N-(5-((2-amino-3-chloropyridin-4-yl)oxy)pyrimidin-2-yl)-5-(4-fluorophenyl)-1-cyclopropyl-4-oxo-1,4-dihydropyridazine-3-carboxamide NC1=NC=CC(=C1Cl)OC=1C=NC(=NC1)NC(=O)C1=NN(C=C(C1=O)C1=CC=C(C=C1)F)C1CC1